3-(fluoromethyl)pyrrolidin FCC1CNCC1